N-(2-(4-((1S,4S)-2-oxa-5-azabicyclo[2.2.1]heptane-5-yl)piperidine-1-yl)-4-methoxy-5-((6-((R)-3-(6-methylpyridine-3-yl)isoxazolidine-2-yl)pyrimidine-4-yl)amino)phenyl)acrylamide [C@@H]12OC[C@@H](N(C1)C1CCN(CC1)C1=C(C=C(C(=C1)OC)NC1=NC=NC(=C1)N1OCC[C@@H]1C=1C=NC(=CC1)C)NC(C=C)=O)C2